CC1=C(C(=CC=C1)C)C1=NC(=NC(=C1)CC[C@@H](CC(C)(C)C)NC1CC2(C1)CC(C2)C(=O)OC)NS(=O)(=O)C=2C=C(C(=O)O)C=CC2 3-[[4-(2,6-Dimethylphenyl)-6-[(3S)-3-[(6-methoxycarbonylspiro[3.3]heptan-2-yl)amino]-5,5-dimethyl-hexyl]pyrimidin-2-yl]sulfamoyl]benzoic acid